BrC=1C(=NC(=CC1)SC(C)C)C 3-bromo-6-(isopropylsulfanyl)-2-methylpyridine